FC1(CC(C1)NC1=NNC=C1C=1C=NC(=CC1)N1CC2N(C(C1)C2)CC=2C=NC(=CC2)OC)F (3,3-difluorocyclobutylamino)-4-(6-(6-((6-methoxypyridin-3-yl)methyl)-3,6-diazabicyclo[3.1.1]heptane-3-yl)pyridine-3-yl)pyrazole